N-(5-((3-((2-methoxypyridin-4-yl)methyl)piperidin-1-yl)methyl)thiazol-2-yl)acetamide COC1=NC=CC(=C1)CC1CN(CCC1)CC1=CN=C(S1)NC(C)=O